bromo-2'-chloro-4,6'-difluoro-[1,1'-biphenyl]-2-ol BrC1=C(C(=CC=C1F)C1=C(C=CC=C1F)Cl)O